(R)-N'-((3,3-dimethyl-1,2,3,5,6,7-hexahydro-dicyclopenta[b,e]pyridin-8-yl)carbamoyl)-4-(2-hydroxypropan-2-yl)-5-methylthiophene-2-sulfonimidamide CC1(CCC=2C1=NC1=C(C2NC(=O)N=[S@](=O)(N)C=2SC(=C(C2)C(C)(C)O)C)CCC1)C